6-methyl-2'-deoxyadenosine CC1(C2=NCN([C@H]3C[C@H](O)[C@@H](CO)O3)C2=NC=N1)N